(4-fluoro-2-methoxyphenyl) propylmethanesulfonate C(CC)CS(=O)(=O)OC1=C(C=C(C=C1)F)OC